FC1=C(CN2C=C(C=C(C2=O)C(NC)=O)C(=O)O)C=C(C=C1)C 1-(2-fluoro-5-methylbenzyl)-5-(methylcarbamoyl)-6-oxo-1,6-dihydropyridine-3-Carboxylic acid